BrC1=CC=C2C=NN(C2=C1OC)CC#N (6-bromo-7-methoxy-1H-indazol-1-yl)acetonitrile